FC1=C(C(=CC=C1)C)C=1C=C2C(=CN1)NN=C2C=2C(=C(C(=O)N)C=CC2N2CCN(CC2)C)NCC(C)O (5-(2-Fluoro-6-methylphenyl)-1H-pyrazolo[3,4-c]pyridin-3-yl)-2-(2-hydroxypropylamino)-4-(4-methylpiperazin-1-yl)benzamide